piperazine-1,4-dicarboxylic acid 1-tert-butyl ester C(C)(C)(C)OC(=O)N1CCN(CC1)C(=O)O